OC(CN(C(C=C)=O)CC(COCCC[Si](O[Si](C)(C)C)(O[Si](C)(C)C)O[Si](C)(C)C)O)COCCC[Si](O[Si](C)(C)C)(O[Si](C)(C)C)O[Si](C)(C)C N,N-bis[2-hydroxy-3-(3-(tris(trimethylsilyloxy)silyl)propyloxy)propyl]acrylamide